sulfoidopyranose S(=O)(=O)(O)C1(O)[C@@H](O)[C@H](O)[C@@H](O)[C@H](O1)CO